(S)-4-(cyclopropyl(4-(5,6,7,8-tetrahydro-1,8-naphthyridin-2-yl)butyl)amino)-2-((R)-3-hydroxy-2-phenylpropanamido)butanoic acid C1(CC1)N(CC[C@@H](C(=O)O)NC([C@@H](CO)C1=CC=CC=C1)=O)CCCCC1=NC=2NCCCC2C=C1